C1(CCCC1)C1=CC(=NN1)NC1=NC(=NC=C1)N1C2CC(C1)(C2)CNC2(COC2)C N-(5-Cyclopentyl-1H-pyrazol-3-yl)-2-[4-[[(3-methyloxetan-3-yl)amino]methyl]-2-azabicyclo[2.1.1]hexan-2-yl]pyrimidin-4-amine